Butyl-boric acid C(CCC)OB(O)O